C(C1=CC=CC=C1)(=O)C(=O)N Benzoyl-formic acid amide